S1C(=CC=C1)C(=O)[O-].[Na+] sodium monothiophenate